FC=1C=C(COC(=O)C2C3C=CC(C2)C3)C=CC1F.C(#C)C1=CC(=CC3=CC=CC=C13)OCOC ethynyl-3-(methoxymethyl-Oxy)naphthalene 3,4-difluorobenzyl-5-norbornene-2-carboxylate